C(C)(C)(C)OC(N[C@@H](CO)C=1SC=C(C1)C#N)=O (S)-(1-(4-Cyanothiophen-2-yl)-2-hydroxyethyl)carbamic acid tert-butyl ester